tert-butyl 4-(4-hydroxy-2-methylquinolin-6-yl)-3,6-dihydropyridine-1(2H)-carboxylate OC1=CC(=NC2=CC=C(C=C12)C=1CCN(CC1)C(=O)OC(C)(C)C)C